(2R,3S,4R,5S)-4-[[3-(3,4-Difluoro-2-methyl-phenyl)-4,5-dimethyl-5-(trifluoromethyl)tetrahydrofuran-2-carbonyl]amino]pyridin-2-carboxamid FC=1C(=C(C=CC1F)[C@H]1[C@@H](O[C@@]([C@@H]1C)(C(F)(F)F)C)C(=O)NC1=CC(=NC=C1)C(=O)N)C